CC(CCC)NC=1C2=C(N=CN1)C=CNC2=O 4-(pentan-2-ylamino)pyrido[4,3-d]pyrimidin-5(6H)-one